1(2H)-pyridinecarboxylate N1(CC=CC=C1)C(=O)[O-]